(2-(6-((4-Chlorophenyl)amino)-2-morpholinopyrimidin-4-yl)azetidine-1-yl)(5-cyclopropylisoxazole-3-yl)methanone ClC1=CC=C(C=C1)NC1=CC(=NC(=N1)N1CCOCC1)C1N(CC1)C(=O)C1=NOC(=C1)C1CC1